O1C2(C1)C[C@H]1CC[C@@H](C2)N1C(=O)OCCCC butyl (1R,3s,5S)-8-azaspiro[bicyclo[3.2.1]octane-3,2'-oxirane]-8-carboxylate